diethyl mesaconate (E)-2-methyl-but-2-enedicarboxylate C/C(/C(C(=O)O)C(=O)O)=C\C.C(\C(\C)=C\C(=O)OCC)(=O)OCC